C(C(C)C)(=O)OC1=CC=C2C=3C=CC=CC3C=CC2=C1 phenanthrene-7-yl isobutyrate